(2S)-4-(3-{1-[1-cyclohexyl-3-(difluoromethyl)-1H-pyrazol-4-yl]-1H-1,2,3-triazol-4-yl}pyrazolo[1,5-a]pyrimidin-5-yl)-2-methylmorpholine C1(CCCCC1)N1N=C(C(=C1)N1N=NC(=C1)C=1C=NN2C1N=C(C=C2)N2C[C@@H](OCC2)C)C(F)F